BrC1=CC(=CC=2N1N=C(C2)CN)C2CC2 (7-bromo-5-cyclopropylpyrazolo[1,5-a]pyridin-2-yl)methanamine